CS(=O)(=O)OCCCC1CCN(CC1)C(=O)OC(C)(C)C tert-butyl 4-(3-methylsulfonyloxypropyl)piperidine-1-carboxylate